N-(5-methyl-2H-pyrazol-3-yl)-acetamidine CC=1C=C(NN1)NC(C)=N